dichlorogold Cl[Au]Cl